(3S,5R)-3-((S)-sec-butyl)-5-(hydroxymethyl)-2-oxo-1,2,3,5-tetrahydro-4H-benzo[e][1,4]diazepine-4-carboxamide [C@H](C)(CC)[C@@H]1N([C@H](C2=C(NC1=O)C=CC=C2)CO)C(=O)N